4-(2,4-dioxotetrahydropyrimidin-1(2H)-yl)benzoic acid pentafluorophenyl ester FC1=C(C(=C(C(=C1OC(C1=CC=C(C=C1)N1C(NC(CC1)=O)=O)=O)F)F)F)F